isopropyl (R)-2-(4-((4'-(1,1,1,3,3,3-hexafluoro-2-hydroxypropan-2-yl)-[1,1'-biphenyl]-4-yl)methyl)-1-(pyridin-4-ylmethyl)piperazin-2-yl)acetate FC(C(C(F)(F)F)(O)C1=CC=C(C=C1)C1=CC=C(C=C1)CN1C[C@H](N(CC1)CC1=CC=NC=C1)CC(=O)OC(C)C)(F)F